N1C(=NC2=C1C=CC=C2)CCNCCC=2SC=1N=CN=C(C1N2)NCC2=NC=CC=C2C 2-(2-{[2-(1H-1,3-benzodiazol-2-yl)ethyl]amino}ethyl)-N-[(3-methylpyridin-2-yl)methyl]-[1,3]thiazolo[5,4-d]pyrimidin-7-amine